CN1N=C(C=C1)CNC(=N)N N-[(1-methyl-1H-pyrazol-3-yl)methyl]Guanidine